Nickel sulphate S(=O)(=O)([O-])[O-].[Ni+2]